4-((1-(2,6-Dioxopiperidin-3-yl)-3-methyl-2-oxo-2,3-dihydro-1H-benzo[d]imidazol-5-yl)amino)butanoic acid O=C1NC(CCC1N1C(N(C2=C1C=CC(=C2)NCCCC(=O)O)C)=O)=O